C(C)(C)(C)OC(=O)N1C=NC(=C1)C[C@@H](C1=NC(=NO1)CCC1=CC=CC=C1)NC(=O)OC(C)(C)C.ClC1(C(C=CC=2CCCCC12)N)[2H] 1-Chloro-5,6,7,8-tetrahydronaphthalen-2-amine-1-d tert-butyl-(S)-4-(2-((tert-butoxycarbonyl)amino)-2-(3-phenethyl-1,2,4-oxadiazol-5-yl)ethyl)-1H-imidazole-1-carboxylate